C(C)C1=CC=C(C=C1)Br p-ethyl-bromobenzene